tert-butyl (4-bromo-3-fluoro-2-(trifluoromethyl)benzyl)carbamate BrC1=C(C(=C(CNC(OC(C)(C)C)=O)C=C1)C(F)(F)F)F